2-bromo-4-isopropylcyclohexan-1-one BrC1C(CCC(C1)C(C)C)=O